P([O-])([O-])=O.[Al+3].P([O-])([O-])=O.P([O-])([O-])=O.[Al+3] aluminum phosphonate salt